(R,Z)-3-((3-butyl-5-(3,3-difluorocyclobutyl)-2-methyl-7-(methylthio)-1,1-dioxido-2,3,4,5-tetrahydrobenzo[f][1,2,5]thiadiazepin-8-yl)oxy)-2-fluoroacrylic acid C(CCC)[C@H]1N(S(C2=C(N(C1)C1CC(C1)(F)F)C=C(C(=C2)O\C=C(\C(=O)O)/F)SC)(=O)=O)C